P(=S)(OC1=CC=C(C=C1)N=C=O)(OC1=CC=C(C=C1)N=C=O)OC1=CC=C(C=C1)N=C=O tri(4-isocyanatophenyl) thiophosphate